strontium tetrasilicon [Si].[Si].[Si].[Si].[Sr]